allyl-lithium aluminum [Al].C(C=C)[Li]